N-(4-(4-amino-2,7-dimethyl-7H-pyrrolo[2,3-d]pyrimidin-5-yl)-3-methylphenyl)-2-(3-fluorophenyl)-2-hydroxyacetamide NC=1C2=C(N=C(N1)C)N(C=C2C2=C(C=C(C=C2)NC(C(O)C2=CC(=CC=C2)F)=O)C)C